1,1,2,4,4-pentamethyl-6-acetyl-7-formyl-1,2,3,4-tetrahydronaphthalene CC1(C(CC(C2=CC(=C(C=C12)C=O)C(C)=O)(C)C)C)C